FC=1C=C(C=C(C1)F)C1N(OCC1)C1=CC(=NC=N1)NC=1C(=CC(=C(C1)C(C(=O)N)=C)SCCN(C)C)OC (5-((6-(3-(3,5-difluorophenyl)isoxazolidin-2-yl)pyrimidin-4-yl)amino)-2-((2-(dimethylamino)ethyl)thio)-4-methoxyphenyl)acrylamide